N4,N4'-bis([1,1'-biphenyl]-4-yl)-[1,1'-biphenyl]-4,4'-diamine C1(=CC=C(C=C1)NC1=CC=C(C=C1)C1=CC=C(C=C1)NC1=CC=C(C=C1)C1=CC=CC=C1)C1=CC=CC=C1